ClC=1C=C(SC1Cl)NC(C(=O)O)\C=C\C(C)(C)C (E)-2-(4,5-dichloro-2-thienylamino)-5,5-dimethyl-3-hexenoic acid